ClC1=C(C=CC=C1Cl)SC1=NC=C2NC(=NC2=N1)N1CCC(CC1)(N)C 1-(2-((2,3-dichlorophenyl)thio)-7H-purin-8-yl)-4-methylpiperidin-4-amine